C(CC(O)(C(=O)O)CC(=O)O)(=O)O.FC1=CC=C(CC[C@@]2(CN(CC2)CC=2C=NC=CC2)CO)C=C1 |o1:20| (R or S)-(3-(4-fluorophenethyl)-1-(pyridin-3-ylmethyl)pyrrolidin-3-yl)methanol citrate